COC(=O)C=1N=C(SC1)C=1C=NN(C1)C1=C(C=C(C=C1Cl)C(C(F)(F)F)(C(F)(F)F)F)Cl methyl-2-{1-[2,6-dichloro-4-(1,1,1,2,3,3,3-heptafluoropropan-2-yl)phenyl]-1H-pyrazol-4-yl}-1,3-thiazol-4-carboxylate